3-[3-(dimethylsulfamoylamino)-2,6-difluoro-benzoyl]-5-(1-methylpyrrol-3-yl)-1H-pyrrolo[2,3-b]pyridine CN(S(=O)(=O)NC=1C(=C(C(=O)C2=CNC3=NC=C(C=C32)C3=CN(C=C3)C)C(=CC1)F)F)C